[Si](C1=CC=CC=C1)(C1=CC=CC=C1)(C(C)(C)C)NS(=O)(=O)/C=C/[C@@]1(N(CCC1)C(=O)OC(C)(C)C)C tert-butyl (R,E)-2-(2-(N-(tert-butyldiphenylsilyl)sulfamoyl)vinyl)-2-methylpyrrolidine-1-carboxylate